FC1=C(C(=C(C(=C1F)F)F)F)CON O-(2,3,4,5,6-pentafluorophenyl-methyl)-hydroxylamine